2,3-Dichloronitrobenzene C1=CC(=C(C(=C1)Cl)Cl)[N+](=O)[O-]